tert-butyl 2-((3-(difluoro(4-(trifluoromethyl)phenyl)methyl)-1,2,4-oxadiazol-5-yl)methyl)acrylate FC(C1=NOC(=N1)CC(C(=O)OC(C)(C)C)=C)(C1=CC=C(C=C1)C(F)(F)F)F